(biphenylyl)[phenyl(biphenylyl)triazinyl]indenocarbazole methyl-4-[(dimethylcarbamoyl)(methyl)amino]-2-methoxybenzoate COC(C1=C(C=C(C=C1)N(C)C(N(C)C)=O)OC)=O.C1(=C(C=CC=C1)C=1C(=C2C=C3C(=CC=C4C=5C=CC=CC5N=C34)C2=CC1)C1=NN=NC(=C1C1=C(C=CC=C1)C1=CC=CC=C1)C1=CC=CC=C1)C1=CC=CC=C1